NC(C=1N=C2N(N=CC(=C2)C(COC)N2C(N[C@@H](C2)C(F)(F)F)=O)C1)C1CC(C1)(F)F (4S)-1-(1-(2-(amino(3,3-difluorocyclobutyl)methyl)imidazo[1,2-b]pyridazin-7-yl)-2-methoxyethyl)-4-(trifluoromethyl)imidazolidin-2-one